FC1(CN(CC[C@H]1NC1=NN2C(C(=N1)OC)=C(C=C2)C=2C=C(C1=C(N(C=N1)CC(F)F)C2)F)S(=O)(=O)C)F (R)-N-(3,3-difluoro-1-(methylsulfonyl)piperidin-4-yl)-5-(1-(2,2-difluoroethyl)-4-fluoro-1H-benzo[d]imidazol-6-yl)-4-methoxypyrrolo[2,1-f][1,2,4]triazin-2-amine